[Si](C)(C)(C(C)(C)C)OCCCOC1=NN(C(=C1[N+](=O)[O-])C)C12CC(C1)(C2)C(=O)O.ClCC2=C(C=C)C(=CC(=C2)CCl)CCl 2,4,6-tris(chloromethyl)styrene 3-(3-(3-((tert-butyldimethylsilyl)oxy)propoxy)-5-methyl-4-nitro-1H-pyrazol-1-yl)bicyclo[1.1.1]pentane-1-carboxylate